C12=CC=CC=S2C(NC1)=O 6-thia-8-azabicyclo[4.3.0]nona-1,3,5-trien-7-one